(S)-3-(5-(4-((1-(4-((3S,4S)-3-(cyclopropylmethyl)-7-hydroxyisochroman-4-yl)phenyl)piperidin-4-yl)methyl)piperazin-1-yl)-1-oxoisoindolin-2-yl)piperidine-2,6-dione C1(CC1)C[C@@H]1OCC2=CC(=CC=C2[C@@H]1C1=CC=C(C=C1)N1CCC(CC1)CN1CCN(CC1)C=1C=C2CN(C(C2=CC1)=O)[C@@H]1C(NC(CC1)=O)=O)O